O1COC2=C1C=CC(=C2)CCN(C=2SC1=C(N2)C=CC=C1F)CC1=CC=C(C=C1)C#CC(=O)O 3-(4-(((2-(benzo[d][1,3]dioxol-5-yl)ethyl)(7-fluorobenzo[d]thiazol-2-yl)amino)methyl)phenyl)propiolic acid